NC1=C(C=C(C=C1C(C)C)NC(=O)C=1C(=NC(=NC1)SC)C1=CC(=C(C=C1)OC)OC)C(C)C N-(4-amino-3,5-diisopropylphenyl)-4-(3,4-dimethoxyphenyl)-2-(methylthio)pyrimidine-5-carboxamide